C(C)O[Si](OCC)(OCC)CCC(=C[SiH2]C)CC[Si](OCC)(OCC)OCC bis(triethoxysilylethyl)vinyl-methylsilane